2-[2-[2-[2-[[(1S,3S)-3-[[5-(1-ethylpropyl)pyrazolo[1,5-a]pyrimidin-7-yl]amino]cyclopentyl]amino]ethoxy]ethoxy]ethoxy]ethylammonium chloride [Cl-].C(C)C(CC)C1=NC=2N(C(=C1)N[C@@H]1C[C@H](CC1)NCCOCCOCCOCC[NH3+])N=CC2